BrC1=CC(=C(C=C1)NC=C1C(OC(OC1=O)(C)C)=O)OC 5-(((4-bromo-2-methoxyphenyl)amino)methylene)-2,2-dimethyl-1,3-dioxane-4,6-dione